N-(2-(hydroxy(4-hydroxyphenyl)(phenyl)methyl)phenyl)naphthalene-1-sulfonamide OC(C1=C(C=CC=C1)NS(=O)(=O)C1=CC=CC2=CC=CC=C12)(C1=CC=CC=C1)C1=CC=C(C=C1)O